1-[(3S)-3-[4-[5-Chloro-4-(cyclopropylmethoxy)-2-fluoro-anilino]pyrido[3,2-d]pyrimidin-6-yl]oxypyrrolidin-1-yl]prop-2-en-1-one ClC=1C(=CC(=C(NC=2C3=C(N=CN2)C=CC(=N3)O[C@@H]3CN(CC3)C(C=C)=O)C1)F)OCC1CC1